(S)-4-((1-(4-chloro-1-oxo-2-phenyl-8-(thiophen-2-ylethynyl)-1,2-dihydroisoquinolin-3-yl)ethyl)amino)pyrido[2,3-d]pyrimidin-5(8H)-one ClC1=C(N(C(C2=C(C=CC=C12)C#CC=1SC=CC1)=O)C1=CC=CC=C1)[C@H](C)NC=1C2=C(N=CN1)NC=CC2=O